C1(CC1)C(C=CS(=O)(=O)C)NC(=O)C=1C(=NC(=NC1)C1(CC1)F)OC1=CC=CC=C1 N-(1-cyclopropyl-3-(methylsulfonyl)allyl)-2-(1-fluorocyclopropyl)-4-phenoxypyrimidine-5-carboxamide